COC1=CC(=C(C=C1)C1=C2C(=C(N=N1)N[C@H]1CN(CCC1)C)C=NC=C2)C(F)(F)F 1-[4-methoxy-2-(trifluoromethyl)phenyl]-N-[(3R)-1-methylpiperidin-3-yl]pyrido[3,4-d]pyridazin-4-amine